4-(1H-indazol-5-yl)-5-(6-methylpyridin-2-yl)-1H-imidazol-2-amine N1N=CC2=CC(=CC=C12)C=1N=C(NC1C1=NC(=CC=C1)C)N